ClC1=C(C(=CC=C1)OCOC)B(O)O 2-CHLORO-6-(METHOXYMETHOXY)PHENYLBORONIC ACID